4-[3-[2,6-Dichloro-4-[(3s,5r)-3,5-dimethylpiperazin-1-yl]benzoyl]-2,4-dihydro-1,3-benzoxazin-8-yl]-5-fluoro-2-(3-oxa-8-azabicyclo[3.2.1]oct-8-yl)benzoic acid ClC1=C(C(=O)N2COC3=C(C2)C=CC=C3C3=CC(=C(C(=O)O)C=C3F)N3C2COCC3CC2)C(=CC(=C1)N1C[C@@H](N[C@@H](C1)C)C)Cl